C(C)OC(CCNC1=C2C=CN(C2=CC=C1F)C1CCN(CC1)C(=O)OC(C)(C)C)=O tert-Butyl 4-(4-((3-ethoxy-3-oxopropyl)amino)-5-fluoro-1H-indol-1-yl)piperidine-1-carboxylate